OCCC(C(=O)N)CCCCCCCCC (2-hydroxyethyl)undecanamide